5-butyl-5-{4-[4-(3,5,6-trimethylpyridin-2-yl)piperazine-1-carbonyl]phenyl}imidazolidine-2,4-dione C(CCC)C1(C(NC(N1)=O)=O)C1=CC=C(C=C1)C(=O)N1CCN(CC1)C1=NC(=C(C=C1C)C)C